O=C1CC[C@H](CN1CCCCCCCCCCCCCCC)NC(=O)C1=CC=C(C(=O)N2C[C@H]([C@@H](C2)C(=O)N[C@@H]2[C@H](C2)C2=CC=CC=C2)C(=O)N[C@@H]2[C@H](C2)C2=CC=CC=C2)C=C1 (3S,4S)-1-(4-(((R)-6-oxo-1-pentadecylpiperidin-3-yl)carbamoyl)benzoyl)-N3,N4-bis((1S,2R)-2-phenylcyclopropyl)pyrrolidine-3,4-dicarboxamide